C(CCCCCCCCCCCCCCCCC)O[C@@H](COC1=CC=C(C=C1)C(C)=O)COCCCCCCCCCCCCCCCCCC (R)-1-(4-(2,3-bis(octadecyloxy)propoxy)phenyl)ethan-1-one